lithium 4-((1-methylpiperidin-4-yl) amino)-6-oxo-1-(1-(trifluoromethyl) cyclopropyl)-1,6-dihydropyridine-3-carboxylate CN1CCC(CC1)NC=1C(=CN(C(C1)=O)C1(CC1)C(F)(F)F)C(=O)[O-].[Li+]